N-methyl-d3-piperazine C(N1CCNCC1)([2H])([2H])[2H]